((S)-1-(((2R,3S,4R,5R)-5-(6-chloro-4-(cyclopentylamino)-1H-pyrazolo[3,4-d]pyrimidin-1-yl)-3,4-dihydroxytetrahydrofuran-2-yl)methoxy)-2-sulfamoylethyl)phosphonic acid ClC1=NC(=C2C(=N1)N(N=C2)[C@H]2[C@@H]([C@@H]([C@H](O2)CO[C@H](CS(N)(=O)=O)P(O)(O)=O)O)O)NC2CCCC2